(S)-2-(4-(3-chloro-4-((3,5-difluoropyridin-2-yl)methoxy-d2)-5',6-dimethyl-2-oxyl-2H-[1,4'-bipyridine]-2'-yl)thiazol-2-yl)-N,2-dimethylpropanamide ClC=1[C@@H](N(C(=CC1OC([2H])([2H])C1=NC=C(C=C1F)F)C)C1=CC(=NC=C1C)C=1N=C(SC1)C(C(=O)NC)(C)C)O